C1(=CC=CC=C1)CCCCOC1=C2C(=CC3=C1C=CC(O3)=O)OC=C2 4-(4-Phenylbutoxy)-7h-furo[3,2-g][1]benzopyran-7-one